ClC=1C(=NN(C1C=1C=NC(=CC1)F)C1=NC=CN=C1)OC(C(=O)OC)OC methyl {[4-chloro-5-(6-fluoropyridin-3-yl)-1-(pyrazin-2-yl)-1H-pyrazol-3-yl]oxy}(methoxy)acetate